N-[[(3aR,5s,6aS)-2-(cyclohexylmethyl)-3,3a,4,5,6,6a-hexahydro-1H-cyclopenta[c]pyrrol-5-yl]methyl]-6-(1,3-dimethylpyrazol-4-yl)pyridazin-3-amine C1(CCCCC1)CN1C[C@@H]2[C@H](C1)CC(C2)CNC=2N=NC(=CC2)C=2C(=NN(C2)C)C